OCC1C2CCC(C1)C2 2-(hydroxymethyl)bicyclo[2.2.1]heptane